CNC(C1=CC(=CC=C1)C(C)N1C(C2=CC=C(C=C2C=C1)C1=CC=NN1C)=O)=O n-methyl-3-(1-(6-(1-methyl-1H-pyrazol-5-yl)-1-oxoisoquinolin-2(1H)-yl)ethyl)benzamide